2-(4-(1-(1-acryloylpyrrolidin-3-yl)-5-aminoimidazo[1,5-c]pyrimidin-3-yl)-2-chlorophenoxy)isonicotinonitrile C(C=C)(=O)N1CC(CC1)C=1N=C(N2C(=NC=CC21)N)C2=CC(=C(OC=1C=C(C#N)C=CN1)C=C2)Cl